copper tridecylate C(CCCCCCCCCCCC)(=O)[O-].[Cu+2].C(CCCCCCCCCCCC)(=O)[O-]